N(=[N+]=[N-])C=1C=C(NC1C(=O)OCC)C1=CC=C(C=C1)C=1CCN(CC1)C(=O)OC(C)(C)C tert-Butyl 4-(4-(4-azido-5-(ethoxycarbonyl)-1H-pyrrol-2-yl)phenyl)-3,6-dihydropyridine-1(2H)-carboxylate